C(C)[C@@]1(CCC=2N1N=C(N2)C(=O)[O-])C2=C(C=CC=C2)F.N[C@@H](CC(=O)O)C(=O)O.[Na+] Mononatrium L-Aspartat ethyl-(R)-5-(2-fluorophenyl)-6,7-dihydro-5H-pyrrolo[1,2-b][1,2,4]triazole-2-carboxylate